NC1=NC=CC=C1C1=NC=2C(=NC(=CC2)N2N=CC=C2)N1C=1C=C2CC[C@@H](C2=CC1)NC(C1=CC(=NC=C1)OC1COC1)=O (S)-N-(5-(2-(2-aminopyridin-3-yl)-5-(1H-pyrazol-1-yl)-3H-imidazo[4,5-b]pyridin-3-yl)-2,3-dihydro-1H-inden-1-yl)-2-(oxetan-3-yloxy)isonicotinamide